C(C)(C)(C)OC(N(C1CCNCC1)C1N(C=CC(=C1)O)C1=CC=C(C(=C1C1=CC(=C(C=C1)C#N)F)C1=CC(=CC=C1)F)OC)=O tert-butyl(1-(6-(4-cyano-3-fluorophenyl)-5-(3-fluorophenyl)-4-Methoxyphenyl)-4-hydroxypyridin-2-yl)piperidin-4-ylcarbamate